4-(2,6-Dimethyl-3-propan-2-ylthieno[2,3-d]imidazol-5-yl)-N-[5-(6-ethyl-2,6-diazaspiro[3.3]heptan-2-yl)pyridin-2-yl]-5-fluoropyrimidin-2-amine CC1=NC2=C(N1C(C)C)SC(=C2C)C2=NC(=NC=C2F)NC2=NC=C(C=C2)N2CC1(C2)CN(C1)CC